C=1C2=C(SC1)C=1C=CC=3C=CC=CC3C1C=C2 Phenanthro[1,2-b]thiophene